3-(2-bromoethyl)thiophene BrCCC1=CSC=C1